2,4-Difluoro-N-(1-methyl-2-oxo-5-(4-(piperazin-1-yl)quinazolin-6-yl)-1,2-dihydropyridin-3-yl)benzenesulfonamide trifluoroacetate FC(C(=O)O)(F)F.FC1=C(C=CC(=C1)F)S(=O)(=O)NC=1C(N(C=C(C1)C=1C=C2C(=NC=NC2=CC1)N1CCNCC1)C)=O